tert-butyl (8-(((S)-1-((2S,4R)-4-hydroxy-2-(((S)-1-(4-(4-methylthiazol-5-yl) phenyl)ethyl)carbamoyl) pyrrolidin-1-yl)-3,3-dimethyl-1-oxobutan-2-yl)amino)-8-oxooctyl)carbamate O[C@@H]1C[C@H](N(C1)C([C@H](C(C)(C)C)NC(CCCCCCCNC(OC(C)(C)C)=O)=O)=O)C(N[C@@H](C)C1=CC=C(C=C1)C1=C(N=CS1)C)=O